ClCC1=NC=CC=C1 2-(Chloromethyl)pyridine